ClC=1C=C(C=CC1F)NC(=O)C1=C(N=CN1C)C1CC2CC(CC2C1)(O)C1=NN(N=C1C(CO)O)C N-(3-chloro-4-fluorophenyl)-4-(5-(5-(1,2-dihydroxyethyl)-2-methyl-2H-1,2,3-triazol-4-yl)-5-hydroxyoctahydropentalen-2-yl)-1-methyl-1H-imidazole-5-carboxamide